BrC1=C(C=C2C(=NC(N(C2=C1)C1=C(C=CC=C1C)C(C)C)=O)N1[C@H](CN(CC1)C(=O)OC(C)(C)C)C)Cl tert-butyl (S)-4-(7-bromo-6-chloro-1-(2-isopropyl-6-methylphenyl)-2-oxo-1,2-dihydroquinazolin-4-yl)-3-methylpiperazine-1-carboxylate